tert-butyl N-[[3-[2-[tert-butyl(dimethyl)silyl]oxyethoxy]-5-(2-trimethylsilylethynyl)-2-pyridyl]methyl]carbamate [Si](C)(C)(C(C)(C)C)OCCOC=1C(=NC=C(C1)C#C[Si](C)(C)C)CNC(OC(C)(C)C)=O